FC(C(=O)N1CC2COCC(C1)C2O)(F)C=2C=C(C(=O)NC1=CC(=C(C=C1)F)C)C=CC2F 3-(1,1-difluoro-2-(9-hydroxy-3-oxa-7-azabicyclo[3.3.1]nonan-7-yl)-2-oxoethyl)-4-fluoro-N-(4-fluoro-3-methylphenyl)benzamide